C[C@@H]1N2[C@H](CC=3C(=CC=CC13)C=1C=NN(C1)C)COC2=O (5S,10aR)-5-methyl-9-(1-methylpyrazol-4-yl)-1,5,10,10a-tetrahydrooxazolo[3,4-b]isoquinolin-3-one